NC=1C(=CC(=NC1C1=C2C=NNC2=CC=C1C)C1=C(C=NC=C1)NC(C(C)(C)C)=O)C(=O)N 5-amino-6-(5-methyl-1H-indazol-4-yl)-3'-pivaloylamino-[2,4'-bipyridine]-4-carboxamide